nitrobenzooxadiazoleamine [N+](=O)([O-])C1=CC=C2C(N=NO2)=C1N